FC1=CC=C(OCC2N(C3CC(C2C)C3)C(=O)C3=NC(=CC=C3N3N=CC(=N3)C)C)C=C1 3-[(4-Fluorophenoxy)methyl]-4-methyl-2-[6-methyl-3-(4-methyl-2H-1,2,3-triazol-2-yl)pyridin-2-carbonyl]-2-azabicyclo[3.1.1]heptan